1-{4-[2,7-dimethyl-4-({(1R)-1-[2-methyl-3-(trifluoromethyl)phenyl]ethyl}amino)pyrido[2,3-d]pyrimidin-6-yl]piperazin-1-yl}ethan-1-one CC=1N=C(C2=C(N1)N=C(C(=C2)N2CCN(CC2)C(C)=O)C)N[C@H](C)C2=C(C(=CC=C2)C(F)(F)F)C